N-((2-(1H-1,2,4-triazol-1-yl)pyridin-3-yl)methyl)-7-(8-ethylnaphthalen-1-yl)-2-((tetrahydro-1H-pyrrolizin-7a(5H)-yl)methoxy)-5,6,7,8-tetrahydropyrido[3,4-d]pyrimidin-4-amine N1(N=CN=C1)C1=NC=CC=C1CNC=1C2=C(N=C(N1)OCC13CCCN3CCC1)CN(CC2)C2=CC=CC1=CC=CC(=C21)CC